ClC1=C2N=CN(C2=NC=N1)C(CCN1N=NC(=C1)C1=CC=CC=C1)CCCCCCCCC 6-Chloro-9-(1-(4-phenyl-1H-1,2,3-triazol-1-yl)dodecan-3-yl)-9H-purine